NC1=C2C(=NC(=N1)Cl)N(N=C2)CC=2C=CC(=C(C2)COC=2C=C(C=CC2C)CO)Br (3-((5-((4-amino-6-chloro-pyrazolo[3,4-d]pyrimidin-1-yl)methyl)-2-bromo-phenyl)methoxy)-4-methyl-phenyl)methanol